(S*)-N-(1-cyanocyclobutyl)-3-((R)-2-((R)-1-hydroxyethyl)-2-methylpyrrolidine-1-carbonyl)-8-methoxy-6-methyl-1-(thiophen-2-yl)-5,6-dihydropyrrolo[2,1-a]isoquinoline-9-carboxamide C(#N)C1(CCC1)NC(=O)C1=C(C=C2[C@@H](CN3C(C2=C1)=C(C=C3C(=O)N3[C@@](CCC3)(C)[C@@H](C)O)C=3SC=CC3)C)OC |o1:13|